ClC=1C(=NC(=NC1)NC1=C(C=C(C(=C1)C)C=1C[C@@H](N[C@@H](C1)C1CCC1)C1CCC1)OC(C)C)NC1=C(C=CC=C1)S(=O)(=O)C(C)C 5-chloro-N2-(4-((cis)-2,6-dicyclobutyl-1,2,3,6-tetra-hydropyridin-4-yl)-2-isopropoxy-5-methylphenyl)-N4-(2-(isopropylsulfonyl)phenyl)pyrimidine-2,4-diamine